Cl.NC/C(/CN1N=CN(C1=O)C1=CC(=CC=C1)C1=CN=CC2=CC=CC=C12)=C\F 2-[(2E)-2-(aminomethyl)-3-fluoroprop-2-en-1-yl]-4-[3-(isoquinolin-4-yl)phenyl]-2,4-dihydro-3H-1,2,4-triazol-3-one hydrochloride